CC=1C=CC(=C(C1)O)C(C)C 5-Methyl-2-propan-2-ylphenol